Benzyl-(S,E)-(7-amino-1-((1-((4-isobutyl-1H-benzo[d]imidazol-2-yl)methyl)-2-oxo-1,2-dihydropyridin-3-yl)amino)-1,7-dioxohept-5-en-2-yl)carbamat C(C1=CC=CC=C1)OC(N[C@H](C(=O)NC=1C(N(C=CC1)CC1=NC2=C(N1)C=CC=C2CC(C)C)=O)CC\C=C\C(=O)N)=O